6-Chloro-N-(2-(cyclopropylamino)-6-methoxypyridin-3-yl)pyridazine-4-carboxamide ClC1=CC(=CN=N1)C(=O)NC=1C(=NC(=CC1)OC)NC1CC1